aluminum isostearate C(CCCCCCCCCCCCCCC(C)C)(=O)[O-].[Al+3].C(CCCCCCCCCCCCCCC(C)C)(=O)[O-].C(CCCCCCCCCCCCCCC(C)C)(=O)[O-]